C(C)(C)(C)N1CCC2(CC1)[C@@H](C1=C(N=C(S1)Cl)C2)N[S@](=O)C(C)(C)C tert-butyl-(6S)-6-(((R)-tert-butylsulfinyl)amino)-2-chloro-4,6-dihydrospiro[cyclopenta[d]thiazole-5,4'-piperidine]